C1(=CC=C(C=C1)P(NP)C1=CC=C(C=C1)C1=CC=CC=C1)C1=CC=CC=C1 N-(di([1,1'-biphenyl]-4-yl)phosphanyl)phosphanamine